N1C=C(C=2C=NC=CC21)\C=C/2\C(NC(N2)=O)=O (Z)-5-((1H-pyrrolo[3,2-c]pyridin-3-yl)methylene)imidazolidine-2,4-dione